Cl.Cl.C(C)N(CCOC1=CC=2C(C3=CC(=CC=C3C2C=C1)OCCN(CC)CC)=O)CC 2,7-bis[2-(diethylamino)ethoxy]fluoren-9-one dihydrochloride